3-(4-methyl-3-{3-methyl-5-[4-(trifluoromethyl)phenoxy]phenyl}-5-oxo-1H,4H,5H-pyrrolo[3,2-b]pyridin-1-yl)propanamide CN1C2=C(C=CC1=O)N(C=C2C2=CC(=CC(=C2)OC2=CC=C(C=C2)C(F)(F)F)C)CCC(=O)N